imidazolium phthalate salt C(C=1C(C(=O)[O-])=CC=CC1)(=O)[O-].N1C=[NH+]C=C1.N1C=[NH+]C=C1